[Si](C)(C)(C(C)(C)C)O[C@H]1CC[C@@H](CC12CCCCC2)C2=NN(C=C2CN(CCN(C(OC(C)(C)C)=O)C)C)[C@@H]2OCCCC2 |&1:38| racemic-tert-butyl N-{2-[({3-[(2S,5S)-5-[(tert-butyldimethylsilyl) oxy] spiro[5.5]undecan-2-yl]-1-(oxacyclohex-2-yl)-1H-pyrazol-4-yl} methyl) (methyl) amino] ethyl}-N-methylcarbamate